ClC1=NNC=C1C1=CC2=C(C=N1)C(=CN2CC(C)O)C(=O)C2COC1=CC=C(C=C1C2)F [6-(3-chloro-1H-pyrazol-4-yl)-1-(2-hydroxypropyl)pyrrolo[3,2-c]pyridin-3-yl]-(6-fluorochroman-3-yl)methanone